FC1=CC=C2C=CC(=NC2=C1)C 7-fluoro-2-methylquinolin